1,1'-carbonyl-diimidazole C(=O)(N1C=NC=C1)N1C=NC=C1